BrC1=C(C=C(C(=C1)F)F)OC1CC1 1-bromo-2-cyclopropyloxy-4,5-difluorobenzene